CN1N=CC(=C1)C=1C(=NC(=NC1)NC1=CC(=CC=C1)C(F)(F)F)NC1=CC=C2CCNCC2=C1 5-(1-methyl-1H-pyrazol-4-yl)-N4-(1,2,3,4-tetrahydroisoquinolin-7-yl)-N2-(3-(trifluoromethyl)phenyl)pyrimidine-2,4-diamine